(S)-1-(4-((4-azido-2,3,5,6-tetramethylphenyl)sulfonamido)naphthalen-1-yl)pyrrolidine-3-carboxylic acid N(=[N+]=[N-])C1=C(C(=C(C(=C1C)C)S(=O)(=O)NC1=CC=C(C2=CC=CC=C12)N1C[C@H](CC1)C(=O)O)C)C